C(C)(=O)C=1C(=NC(=C(C(=O)N)C1)C(C)=O)C(C)=O triacetyl-nicotinamide